Ethyl-(3S)-1-[2-[4-(2-chlorophenyl)-2-oxo-chromen-7-yl]oxybutanoyl]piperidin C(C)C1N(CCCC1)C(C(CC)OC1=CC=C2C(=CC(OC2=C1)=O)C1=C(C=CC=C1)Cl)=O